FC1=C(C(=C(C(=C1C[B-](CC1=C(C(=C(C(=C1F)F)F)F)F)(CC1=C(C(=C(C(=C1F)F)F)F)F)CC1=C(C(=C(C(=C1F)F)F)F)F)F)F)F)F.COC1=C(C2=CC=CC=C2C=C1)C(C1=C(C=CC2=CC=CC=C12)OC)[SH2+] Bis(methoxynaphthyl)methyl-sulfonium tetrakis(pentafluorobenzyl)borate